NC=1C(=NC(=C(N1)C=1OC(=CC1)C)C1=CN(C(C=C1)=O)C)C(=O)O 3-amino-6-(1-methyl-6-oxo-1,6-dihydropyridin-3-yl)-5-(5-methylfuran-2-yl)pyrazine-2-carboxylic acid